(R)-2-(benzylamino)butanoic acid methyl ester COC([C@@H](CC)NCC1=CC=CC=C1)=O